ClC=1C(=CC(=C(C(=O)NC2=CC(NC=C2)=O)C1)C1CCOC2=C(C=CC=C12)F)C(F)(F)F 5-chloro-2-(8-fluoro-chroman-4-yl)-N-(2-oxo-1,2-dihydropyridin-4-yl)-4-(trifluoromethyl)benzamide